4-(methylamino)-3-nitrobenzonitrile CNC1=C(C=C(C#N)C=C1)[N+](=O)[O-]